methyl 1-benzyl-4-(4,5-dichloro-2-methoxyphenyl)pyrrolidine-3-carboxylate C(C1=CC=CC=C1)N1CC(C(C1)C1=C(C=C(C(=C1)Cl)Cl)OC)C(=O)OC